BrC1=NC=CC(=C1)C(COC)(C)N([S@@](=O)C(C)(C)C)C (S)-N-(2-(2-bromopyridin-4-yl)-1-methoxypropan-2-yl)-N,2-dimethylpropane-2-sulfinamide